CC(CCCCCCCCCCCCCC)[Na] 2-hexadecyl-sodium